NC1=C(C(=O)O)C=C(C(=C1C)OC(F)(F)F)Br 2-amino-5-bromo-3-meth-yl-4-(tri-fluoro-methoxy)benzoic acid